propyl-1,1'-biphenyl hydrochloride Cl.C(CC)C1=C(C=CC=C1)C1=CC=CC=C1